FC(C=1C(=C(C=CC1)[C@@H](C)NC=1C2=C(N=C(N1)C)C=NC(=C2)N[C@H]2COCC2)F)F N4-{(1R)-1-[3-(difluoromethyl)-2-fluorophenyl]ethyl}-2-methyl-N6-[(3R)-oxolan-3-yl]pyrido[3,4-d]pyrimidine-4,6-diamine